COCCN1N=CC=2C1=NC(=NC2O)C(F)(F)F 1-(2-methoxyethyl)-6-(trifluoromethyl)-1H-pyrazolo[3,4-d]pyrimidin-4-ol